[Cl-].C(CCCCCCC)[P+]1(CCCCC1)C 1-octyl-1-methyl-phosphinanium chloride